(R,6S)-6-(3-methoxyazetidin-1-yl)-N'-(((S)-3-methyl-1,2,3,5,6,7-hexahydro-s-indacen-4-yl)carbamoyl)-6,7-dihydro-5H-pyrazolo[5,1-b][1,3]oxazine-3-sulfonimidamide COC1CN(C1)[C@H]1CN2C(OC1)=C(C=N2)[S@@](=O)(N)=NC(NC2=C1[C@H](CCC1=CC=1CCCC21)C)=O